6-(4-fluorobenzyl)-5-methoxy-2,3-dihydro-1H-pyrrolo[3,2-b]pyridine hydrochloride Cl.FC1=CC=C(CC=2C=C3C(=NC2OC)CCN3)C=C1